P(=O)(OCCC#C)(O)O but-3-yn-1-yl dihydrogen phosphate